NCC1CC(CCC1)O 3-(aminomethyl)cyclohexanol